NCCC1=CC=C(C=C1)C1=C(C=C(C#N)C=C1)C(C)C1=NC(=NC(=C1)N1CCOCC1)C 4-[4-(2-Aminoethyl)phenyl]-3-[1-(2-methyl-6-morpholin-4-ylpyrimidin-4-yl)ethyl]benzonitrile